[N+](=O)([O-])C=1C=NN(C1)C[C@H]1CN(CCO1)C(=O)OC(C)(C)C tert-butyl (2R)-2-[(4-nitro-1H-pyrazol-1-yl)methyl]morpholine-4-carboxylate